N-(6-(4-Isopropylpiperazin-1-yl)pyridin-3-yl)-4-(6-(thiophen-3-yl)imidazo[1,2-a]pyridin-3-yl)pyrimidin-2-amine C(C)(C)N1CCN(CC1)C1=CC=C(C=N1)NC1=NC=CC(=N1)C1=CN=C2N1C=C(C=C2)C2=CSC=C2